CN1N=CC(=C1)C1=NC(=NC=C1)NC1CC2(CC(C2)OC2=C(C(=O)N)C=CC=N2)C1 2-(((2S,4s,6S)-6-((4-(1-methyl-1H-pyrazol-4-yl)pyrimidin-2-yl)amino)spiro[3.3]heptan-2-yl)oxy)nicotinamide